3-(3,4-dimethoxyphenyl)-2-methylpropanoic acid methyl ester COC(C(CC1=CC(=C(C=C1)OC)OC)C)=O